FC1([C@@H](CN(CC1)[C@@H](C(=O)NC=1N=CN(C1)CC1=CC(=CC(=C1)F)F)C)C1=CNC(C(=C1)CO)=O)F (R)-2-((R)-4,4-difluoro-3-(5-(hydroxymethyl)-6-oxo-1,6-dihydropyridin-3-yl)piperidin-1-yl)-N-(1-(3,5-difluorobenzyl)-1H-imidazol-4-yl)propanamide